BrC=1C=C(C=C2C(N(C(C12)=O)C1C(NC(CC1)=O)=O)=O)CN1CCN(CC1)C1=CC(=C(C=C1)NC1=NC=C(C(=C1)NC1=C(C(=O)NC)C=CC=C1)C(F)(F)F)OC 2-((2-((4-(4-((7-bromo-2-(2,6-dioxopiperidin-3-yl)-1,3-dioxoisoindoline-5-yl)methyl)piperazin-1-yl)-2-methoxyphenyl)amino)-5-(trifluoromethyl)pyridin-4-yl)amino)-N-methylbenzamide